1-(4-((4-amino-7-(1-hydroxypropan-2-yl)-5-(4-phenoxyphenyl)-7H-pyrrolo[2,3-d]pyrimidin-6-yl)ethynyl)piperidin-1-yl)prop-2-en-1-one NC=1C2=C(N=CN1)N(C(=C2C2=CC=C(C=C2)OC2=CC=CC=C2)C#CC2CCN(CC2)C(C=C)=O)C(CO)C